FC1=C(C=CC(=C1C)F)C=1C=C2C(=NC1)N(C(N2)=O)C 6-(2,4-difluoro-3-methylphenyl)-3-methyl-1,3-dihydro-2H-imidazo[4,5-b]Pyridin-2-one